2-methyl-3-t-butylcarbonyloxy-pyridin-4-one CC1=NC=CC(C1OC(=O)C(C)(C)C)=O